BrC1=CC=C(C=N1)C1=NOC(=N1)C(=O)NCC1=C(C=C(C=C1)F)F 3-(6-bromopyridin-3-yl)-N-(2,4-difluorobenzyl)-1,2,4-oxadiazole-5-carboxamide